NC1=CC=C(C=C1)S(=O)(=O)N(CCO[C@H]1O[C@H]2[C@@]34C([C@@H](CC[C@H]3[C@H]1C)C)CC[C@@](OO4)(O2)C)C2=NC4=CC=CC=C4N=C2 4-Amino-N-(quinoxalin-2-yl)-N-(2-(((3R,6R,8aS,9R,10S,12R,12aR)-3,6,9-trimethyl-decahydro-12H-3,12-epoxy[1,2]dioxepino[4,3-i]isochromen-10-yl)oxy)ethyl)benzene-sulfonamide